DIHYDROPYRIMIDINON N1C(NCC=C1)=O